N-((4R,5S)-4-(2-(2-chloroacetamido)phenyl)-7-ethyl-3-methyl-6-oxo-1-phenyl-4,5,6,7-tetrahydro-1H-pyrazolo[3,4-b]pyridin-5-yl)-3-(trifluoromethyl)benzamide ClCC(=O)NC1=C(C=CC=C1)[C@@H]1C2=C(N(C([C@H]1NC(C1=CC(=CC=C1)C(F)(F)F)=O)=O)CC)N(N=C2C)C2=CC=CC=C2